CP(ON/1C(N(S\C1=N/C(C1=CC=C(C=C1)Cl)=O)CC1=CC=C(C=C1)Cl)=O)([O-])=O.[Na+].[Na+].ClC1=CC=C(C(=O)\N=C/2\N(C(N(S2)CC2=CC=C(C=C2)Cl)=O)OP([O-])(=O)C)C=C1 disodium {(5Z)-5-[(4-chlorobenzoyl) imino]-2-[(4-chlorophenyl) methyl]-3-oxo-1,2,4-thiadiazolidin-4-yl} methylphosphonate